N(=O)C=1C(=NC=NC1N)N 5-nitrosopyrimidin-4,6-diamine